5-Methyl-4-(2-methyl-1H-indol-3-yl)-N-[4-(methylsulfonimidoyl)phenyl]-pyrimidin-2-amine CC=1C(=NC(=NC1)NC1=CC=C(C=C1)S(=O)(=N)C)C1=C(NC2=CC=CC=C12)C